The molecule is a member of the class of desferrialbomycins that is desferrialbomycin delta1 in which the oxo group at position 4 of the pyrimidone moiety is replaced by an imino group. The iron(III) complex of desferrialbomycin epsilon is the antibiotic albomycin epsilon. It is a conjugate acid of a desferrialbomycin epsilon(3-). CC(=O)N(CCC[C@@H](C(=O)N[C@@H](CCCN(C(=O)C)O)C(=O)N[C@@H](CCCN(C(=O)C)O)C(=O)N[C@@H](CO)C(=O)N[C@H]([C@@H]([C@@H]1[C@@H]([C@H]([C@@H](S1)N2C=CC(=N)N(C2=O)C)O)O)O)C(=O)O)N)O